1-Hydroxy-cyclohexylphenyl-methanone OC1(CCCCC1)C(=O)C1=CC=CC=C1